[S-2].[S-2].[S-2].[Nd+3].[Nd+3] Neodymium trisulfide